5-(1-(3,4-dichlorobenzyl)-1H-1,2,3-triazol-4-yl)imidazo[2,1-b]thiazole ClC=1C=C(CN2N=NC(=C2)C2=CN=C3SC=CN32)C=CC1Cl